(1s,4s)-4-(6-(Dimethylamino)-4-methyl-1-oxoisoindolin-2-yl)-N-(3-methoxy-4-methylphenyl)cyclohexane-1-carboxamide CN(C1=CC(=C2CN(C(C2=C1)=O)C1CCC(CC1)C(=O)NC1=CC(=C(C=C1)C)OC)C)C